C(C1=CC=CC=C1)N(C(O)=O)[C@@H]1C(N(CC1)[C@@H]1[C@@H](CC(CC1)=O)NC(C)=O)=O.OC(COC(C(CCCC)(CCC)C)=O)COC(C=C)=O.BrC=1C(=C(C(=CC1)F)NN)F (3-bromo-2,6-difluorophenyl)hydrazine 2-hydroxy-3-(prop-2-enoyloxy)propyl-2-methyl-2-propylhexanoate benzyl-((S)-1-((1S,2R)-2-acetamido-4-oxocyclohexyl)-2-oxopyrrolidin-3-yl)carbamate